C(C)(C)(C)OC(NCCCCOCCNC1=C2C=NN(C2=CC(=C1)B1OC(C(O1)(C)C)(C)C)C1OCCCC1)=O tert-butyl(4-(2-((1-(tetrahydro-2H-pyran-2-yl)-6-(4,4,5,5-tetramethyl-1,3,2-dioxaborolan-2-yl)-1H-indazol-4-yl)amino)ethoxy)butyl)carbamate